OC1=C(C=CC(=C1)OCCCC)C1=NC(=NC(=N1)C1=C(C=C(C=C1)OCCCC)O)C1=C(C=C(C=C1)OCCCC)O 2,4,6-tris(2-hydroxy-4-n-butoxyphenyl)-1,3,5-triazine